C(CCCCCCCCCCCCCCCCC)(=O)OCCCOC(CCCCCCCCCCCCCCCCC)=O propane-1,3-diyl distearate